C(C)(C)OC1=CC=2N(C=C1C(=O)NC=1C(N(C=CC1)[C@@H]1[C@H](C1)C)=O)C=C(N2)[C@@]21CO[C@@](CC2)(C1)C 7-isopropoxy-2-((1S,4R)-1-methyl-2-oxabicyclo[2.2.1]hept-4-yl)-N-(1-((1S,2S)-2-methylcyclopropyl)-2-oxo-1,2-dihydropyridin-3-yl)imidazo[1,2-a]pyridine-6-carboxamide